N-vinyl-2-(trifluoromethyl)benzamide C(=C)NC(C1=C(C=CC=C1)C(F)(F)F)=O